2-[4-(3-aminopyrazol-1-yl)-3-fluoro-phenyl]-2-methyl-propanenitrile NC1=NN(C=C1)C1=C(C=C(C=C1)C(C#N)(C)C)F